O1[C@H](COC2=C1C=CC=C2)CN2C[C@@H](CCC2)C2=CC(=CC=C2)F (S)-1-[(S)-1-(2,3-Dihydrobenzo[1,4]dioxin-2-yl)methyl]-3-(3-fluorophenyl)piperidine